(5-methyl-4-nitro-1H-pyrazol-3-yl)acetamide CC1=C(C(=NN1)CC(=O)N)[N+](=O)[O-]